NC1=NC=CC2=CC=C(C=C12)C=1C=C2C(CC3(CCN(CC3)C(=O)OC(C)(C)C)C2=CC1)OC1=C(C=CC=C1)CC(=O)O 2-(2-((5-(1-aminoisoquinolin-7-yl)-1'-(tert-butoxycarbonyl)-2,3-dihydrospiro[inden-1,4'-piperidin]-3-yl)oxy)phenyl)acetic acid